FC=1C=NC(=NC1)C=1C=C(C=CC1C(F)(F)F)NC(=O)N1C2CCCCC1(C2)C=2OC(=NN2)C N-[3-(5-fluoropyrimidin-2-yl)-4-(trifluoromethyl)phenyl]-1-(5-methyl-1,3,4-oxadiazol-2-yl)-7-azabicyclo[4.1.1]octane-7-carboxamide